tert-butyl (1R,3r,5S)-3-((6-((5-((R)-tetrahydrofuran-3-yl)-1H-pyrazol-3-yl)amino)pyrazin-2-yl)oxy)-9-azabicyclo[3.3.1]nonane-9-carboxylate O1C[C@H](CC1)C1=CC(=NN1)NC1=CN=CC(=N1)OC1C[C@H]2CCC[C@@H](C1)N2C(=O)OC(C)(C)C